1-(3-amino-6-(2-hydroxyphenyl)pyridazin-4-yl)-3-benzylpyrrolidin-3-ol NC=1N=NC(=CC1N1CC(CC1)(O)CC1=CC=CC=C1)C1=C(C=CC=C1)O